(2R,3R)-2-(2,4-difluorophenyl)-3-(4-methylene-1-piperidinyl)-1-(1H-1,2,4-triazol-1-yl)-2-butanol FC1=C(C=CC(=C1)F)[C@@](CN1N=CN=C1)([C@@H](C)N1CCC(CC1)=C)O